(±)-2-(2-{4-[(4-chlorophenyl)-phenylmethyl]piperazin-1-yl}ethoxy)ethanol ClC1=CC=C(C=C1)[C@H](N1CCN(CC1)CCOCCO)C1=CC=CC=C1 |r|